5,8-Dichloro-3-isobutyryl-2-(methylthio)quinoline-4-carbonitrile ClC1=C2C(=C(C(=NC2=C(C=C1)Cl)SC)C(C(C)C)=O)C#N